C(C1=CC=CC=C1)N(C(OC(C)(C)C)=O)C1=NC(=NN2C1=CC=C2[N+](=O)[O-])Cl tert-butyl benzyl(2-chloro-7-nitropyrrolo[2,1-f][1,2,4]triazin-4-yl)carbamate